C(C)(C)OC(=O)C1=CC2=C(N(C(=N2)C=2N3CCCCCC[C@@H]4CCN([C@@H](C=5C=CC(C2)=C3N5)C)C4=O)C)C(=C1)OC 7-methoxy-1-methyl-2-[(2r,6r)-2-methyl-21-oxo-3,13,19-triazatetracyclo[11.5.2.13,6.016,20]heneicosa-1(19),14,16(20),17-tetraen-14-yl]benzimidazole-5-carboxylic acid isopropyl ester